ClC1=CC=C2C(=N1)N(C=C2C2=C(C#N)C=CC=C2)COCC[Si](C)(C)C 2-(6-chloro-1-[[2-(trimethylsilyl)ethoxy]methyl]pyrrolo[2,3-b]pyridin-3-yl)benzonitrile